6-[2,7-dimethylimidazo[1,2-a]pyridin-6-yl]-2-(piperidin-4-yl)-3,4-dihydroisoquinolin-1-one CC=1N=C2N(C=C(C(=C2)C)C=2C=C3CCN(C(C3=CC2)=O)C2CCNCC2)C1